n-Hexadecyl eicosyl ketone C(CCCCCCCCCCCCCCCCCCC)C(=O)CCCCCCCCCCCCCCCC